3-{2-[(1S)-1-(4-fluorophenyl)ethoxy]-4-nitrophenyl}-5-[(pyrazin-2-yl)amino]-1-{[2-(trimethylsilyl)ethoxy]methyl}-1H-pyrazole-4-carboxamide FC1=CC=C(C=C1)[C@H](C)OC1=C(C=CC(=C1)[N+](=O)[O-])C1=NN(C(=C1C(=O)N)NC1=NC=CN=C1)COCC[Si](C)(C)C